[Br-].[Br-].C(CCC[N+]12CCN(CC1)CC2)[N+]21CCN(CC2)CC1 1,1'-(butane-1,4-diyl)bis[4-aza-1-azoniabicyclo[2.2.2]octane] dibromide